N1(CCCC1)CCC1=CNC2=CC=CC=C12 3-(2-(pyrrolidin-1-yl)ethyl)-1H-indole